(R)-6,7-dibromo-1,3-dimethyl-3,4-dihydro-1H-2-quinoxalinone BrC=1C=C2N[C@@H](C(N(C2=CC1Br)C)=O)C